1-[6-(1-hydroxy-4-oxocyclohexyl)pyridin-3-yl]-N,N-dimethylpiperidine-4-carboxamide OC1(CCC(CC1)=O)C1=CC=C(C=N1)N1CCC(CC1)C(=O)N(C)C